(6-methoxy-4-(trifluoromethyl)pyridin-3-yl)acetaldehyde COC1=CC(=C(C=N1)CC=O)C(F)(F)F